benzyl ((1R,3S,4R)-4-amino-3-fluorocyclohexyl)carbamate N[C@H]1[C@H](C[C@@H](CC1)NC(OCC1=CC=CC=C1)=O)F